Methyl-1,4,7-triazacyclononane CN1CCNCCNCC1